stearic acid linoleyl ester myristyl-eicosanoate C(CCCCCCCCCCCCC)OC(CCCCCCCCCCCCCCCCCCC)=O.C(CCCCCCC\C=C/C\C=C/CCCCC)OC(CCCCCCCCCCCCCCCCC)=O